tert-butyl (1S,4S)-5-[6-[[2-(cyclopropanecarbonylamino)-4-pyridinyl] amino]-5-nitro-2-pyridinyl]-2,5-diazabicyclo[2.2.1]heptane-2-carboxylate C1(CC1)C(=O)NC1=NC=CC(=C1)NC1=C(C=CC(=N1)N1[C@@H]2CN([C@H](C1)C2)C(=O)OC(C)(C)C)[N+](=O)[O-]